(3S)-cyclopentyl-3-{4-[7-(2-trimethylsilanylethoxymethyl)-7H-pyrrolo[2,3-d]pyrimidin-4-yl]pyrazol-1-yl}propionitrile C1(CCCC1)C(C#N)CN1N=CC(=C1)C=1C2=C(N=CN1)N(C=C2)COCC[Si](C)(C)C